2-(6,7-dihydro-5H-pyrrolo[1,2-c]imidazol-1-yl)-2-(4-fluoro-1-oxo-6-(4-(((S)-pyrrolidin-3-yl)oxy)phenyl)isoindolin-2-yl)-N-(thiazol-2-yl)acetamide hydrochloride Cl.C1(=C2N(C=N1)CCC2)C(C(=O)NC=2SC=CN2)N2C(C1=CC(=CC(=C1C2)F)C2=CC=C(C=C2)O[C@@H]2CNCC2)=O